Hydroxy-5-norbornene-2,3-dicarboxylic acid imide OC12C(C(C(C=C1)C2)C(=O)O)C(O)=N